4-(1-(4-[(2S)-2,3-dihydro-1,4-benzodioxin-2-yl]benzyl)piperidin-4-yl)benzoic acid O1[C@H](COC2=C1C=CC=C2)C2=CC=C(CN1CCC(CC1)C1=CC=C(C(=O)O)C=C1)C=C2